NC=1C2=C(N=CN1)N(C=C2I)[C@@H]2C[C@@H]([C@@H]1[C@H]2OC(O1)(C)C)C1CCN(CC1)C(=O)OC(C)(C)C tert-Butyl 4-((3aR,4R,6R,6aS)-6-(4-amino-5-iodo-7H-pyrrolo[2,3-d]pyrimidin-7-yl)-2,2-dimethyltetrahydro-4H-cyclopenta[d][1,3]dioxol-4-yl)piperidine-1-carboxylate